2-chloro-4-(trifluoromethyl)-6,7-dihydro-5H-cyclopenta[b]pyridin-7-ol ClC1=CC(=C2C(=N1)C(CC2)O)C(F)(F)F